N-(4-((2'-fluoro-[1,1'-biphenyl]-3-yl)amino)-7-(3-morpholinopropoxy)quinazolin-6-yl)acrylamide FC1=C(C=CC=C1)C1=CC(=CC=C1)NC1=NC=NC2=CC(=C(C=C12)NC(C=C)=O)OCCCN1CCOCC1